1-{[4-amino-7-(1H-pyrazol-3-yl)-1H-imidazo[4,5-c]quinolin-2-yl]methyl}-1,3-diethylurea NC1=NC=2C=C(C=CC2C2=C1N=C(N2)CN(C(=O)NCC)CC)C2=NNC=C2